6-bromo-4-hydroxy-1H-pyrazolo[3',4':3,4]pyrazolo[1,5-a]pyridine-1-carboxylic acid tert-butyl ester C(C)(C)(C)OC(=O)N1N=CC=2C1=NN1C2C(=CC(=C1)Br)O